(S)-2-((S)-2-(((benzyloxy)carbonyl)(methyl)amino)propanamido)-2-cyclohexylacetic acid C(C1=CC=CC=C1)OC(=O)N([C@H](C(=O)N[C@H](C(=O)O)C1CCCCC1)C)C